COC1=C(C(=CC=C1)OC)C1=CN(C2=NC(=CC=C21)NC(=O)C2C([C@@H]2F)CO)COCC[Si](C)(C)C trans-N-(3-(2,6-dimethoxyphenyl)-1-((2-(trimethylsilyl)ethoxy)methyl)-1H-pyrrolo[2,3-b]pyridin-6-yl)-3(S)-fluoro-2-(hydroxymethyl)cyclopropane-1-carboxamide